benzyl (S)-5-(1-(t-butoxycarbonyl) pyrrolidin-2-yl)-7-(3-methyl-1H-pyrrolo[2,3-b]pyridin-5-yl)-3,4-dihydroisoquinoline-2(1H)-carboxylate C(C)(C)(C)OC(=O)N1[C@@H](CCC1)C1=C2CCN(CC2=CC(=C1)C=1C=C2C(=NC1)NC=C2C)C(=O)OCC2=CC=CC=C2